di-(trimethylolpropane) tetraacrylate C(C=C)(=O)O.C(C=C)(=O)O.C(C=C)(=O)O.C(C=C)(=O)O.C(O)C(CC)(CO)CO.C(O)C(CC)(CO)CO